(2S)-2-({[({4-[(2S)-2-[(2S)-2-amino-3-methylbutanamido]-5-(carbamoylamino)pentanamido]phenyl}methoxy)carbonyl]amino}-3-hydroxypropanamido)-4-methylpentanoate N[C@H](C(=O)N[C@H](C(=O)NC1=CC=C(C=C1)COC(=O)NC(CC(=O)N[C@H](C(=O)[O-])CC(C)C)O)CCCNC(N)=O)C(C)C